6-(sec-butoxy)-N-(1-cyclopropyl-2-oxo-1,2-dihydropyridin-3-yl)-2-(1-(fluoromethyl)-2-oxabicyclo[2.1.1]hexan-4-yl)-2H-pyrazolo[3,4-b]pyridine-5-carboxamide C(C)(CC)OC=1C(=CC=2C(N1)=NN(C2)C21COC(C2)(C1)CF)C(=O)NC=1C(N(C=CC1)C1CC1)=O